1-((1-((2-(3,5-dichloro-phenyl)-6-((2-(4-methylpiperazin-1-yl)pyrimidin-5-yl)oxy)pyridin-4-yl)methyl)piperidin-4-yl)methyl)-3-methylurea ClC=1C=C(C=C(C1)Cl)C1=NC(=CC(=C1)CN1CCC(CC1)CNC(=O)NC)OC=1C=NC(=NC1)N1CCN(CC1)C